OCNC(N)=O N'-(hydroxymethyl)urea